C(C)(C)(C)OC(=O)C=1CN=CC=CC1 azepine-3(2H)-carboxylic acid tert-butyl ester